[N+](=[N-])=CC(CC[C@@H](C(=O)OC(C)C)NC([C@H](CCC)OC)=O)=O isopropyl (S)-6-diazo-2-((S)-2-methoxypentanamido)-5-oxohexanoate